1-(3-ethylheptyl)4-ethyloctylamine C(C)C(CCC(CCC(CCCC)CC)N)CCCC